3-[3-ethyl-4-(pyrazolo[1,5-a]pyrimidin-7-yloxy)phenyl]-1-[5-(trifluoromethyl)-3-pyridinyl]-2,4-imidazolidinedione C(C)C=1C=C(C=CC1OC1=CC=NC=2N1N=CC2)N2C(N(CC2=O)C=2C=NC=C(C2)C(F)(F)F)=O